IC1=NC2=CC(=CC=C2C(=C1)O)OC iodo-7-methoxy-quinolin-4-ol